diphenylpyrrolopyrroledione C1(=CC=CC=C1)C1=C(N=C2C1=NC(C2=O)=O)C2=CC=CC=C2